C=1(C(=CC=C2C=CC=CC12)O)C1=CC=CC2=CC=CC=C12 R-1,1'-binaphthol